NC=1N=NC(=CC1C1=NC=CC(=C1)N1CCN(CC1)C(=O)OC(C)(C)C)C1=C(C=CC=C1)OCC1=CC=CC=C1 tert-butyl 4-[2-[3-amino-6-(2-benzyloxyphenyl)pyridazin-4-yl]-4-pyridyl]piperazine-1-carboxylate